C(=O)(O)C1=CC=C(C=C1)N1N=C(C=C1C(=O)O)C(=O)O 1-(4-carboxyphenyl)-1H-pyrazole-3,5-dicarboxylic acid